Methyl 6-chloro-3-[4-[[(2S,4R)-4-methoxy-1-methyl-pyrrolidin-2-yl]methoxy]anilino]-5-methyl-pyrazine-2-carboxylate ClC1=C(N=C(C(=N1)C(=O)OC)NC1=CC=C(C=C1)OC[C@H]1N(C[C@@H](C1)OC)C)C